5,5-dimethyl-2-(6-methyl-1H-1,5-diazainden-2-ylcarbonylamino)-3-hexenoic acid CC(C=CC(C(=O)O)NC(=O)C=1NC2=CC(=NC=C2C1)C)(C)C